ClC1=NC(=NC(=N1)C1=CC=C(C=C1)OC)NC1=CC=C(C=C1)OC(F)(F)F 4-chloro-6-(4-methoxyphenyl)-N-(4-(trifluoromethoxy)phenyl)-1,3,5-triazin-2-amine